N(N)=C(C(C)N1N=C(C=C1)C(F)(F)F)C1=CNC(S1)=O 5-[1-hydrazinylidene-2-[3-(trifluoromethyl)-1H-pyrazol-1-yl]propyl]-2(3H)-thiazolone